CN(C=1C=2C=C(N=CC2C=CC1)N1C=CC=2C1=CN=C(C2)N2CCC(CC2)CCN2CCNCC2)C N,N-dimethyl-3-[5-[4-(2-piperazin-1-ylethyl)-1-piperidyl]pyrrolo[2,3-c]pyridin-1-yl]isoquinolin-5-amine